ClC1=NN2C(C(=N1)Cl)=CN=C2CC(C)C 2,4-dichloro-7-(2-methylpropyl)imidazo[4,3-f][1,2,4]triazine